(R)-5-(1-(1H-pyrrolo[2,3-b]pyridin-4-yl)ethoxy)-3-(6-(2-oxaspiro[3.5]non-6-en-7-yl)pyridin-3-yl)-1H-indazole N1C=CC=2C1=NC=CC2[C@@H](C)OC=2C=C1C(=NNC1=CC2)C=2C=NC(=CC2)C2=CCC1(COC1)CC2